1λ2-pyrrolidine-2,5-dione [N]1C(CCC1=O)=O